ClC[C@]1([C@]([C@@H](CC1)CC1=CC=C(C=C1)F)(O)CN1N=CN=C1)C (1S,2R,5S)-2-(chloromethyl)-5-(4-fluorobenzyl)-2-methyl-1-(1H-1,2,4-triazol-1-ylmethyl)cyclopentan-1-ol